(R)-N-(1-(3-(difluoromethyl)-2-fluorophenyl)ethyl)-8-methyl-3-(4-(oxetan-3-yl)piperazine-1-yl)pyrido[2,3-d]pyridazin-5-amine FC(C=1C(=C(C=CC1)[C@@H](C)NC1=C2C(=C(N=N1)C)N=CC(=C2)N2CCN(CC2)C2COC2)F)F